C(C)(C)(C)N1CCC(CC1)N1N=C(C(=C1)NC1=NC=C(C(=N1)C1=CC2=C(OCCN2C(C)C)C(=C1)F)F)C tert-Butyl-4-(4-((5-fluoro-4-(8-fluoro-4-isopropyl-3,4-dihydro-2H-benzo[b][1,4]oxazin-6-yl)pyrimidin-2-yl)amino)-3-methyl-1H-pyrazol-1-yl)piperidine